(6-ethoxy-pyrazin-2-yl)benzamide C(C)OC1=CN=CC(=N1)C1=C(C(=O)N)C=CC=C1